FC(S(=O)(=O)OC1=C(C(=C(C=C1)C=1C(=NN(C1)CCOC)Cl)F)F)(F)F [4-[3-chloro-1-(2-methoxyethyl)pyrazol-4-yl]-2,3-difluoro-phenyl] trifluoromethanesulfonate